C1(CC1)C1=C(C(=C(C(=O)O)C(=C1)N1CCC(CCC1)(F)F)C)C(F)(F)F 4-cyclopropyl-6-(4,4-difluoroazepan-1-yl)-2-methyl-3-(trifluoromethyl)benzoic acid